Methyl Hydrocinnamate C(CCC1=CC=CC=C1)(=O)OC